N1CC(C1)CN(C=1C(=C(C(=C2C=NNC12)C1=CC2=C(N=C(S2)NC(=O)C2C(C2)F)C=C1)Cl)F)C N-(6-(7-((azetidin-3-ylmethyl)(methyl)amino)-5-chloro-6-fluoro-1H-indazol-4-yl)benzo[d]thiazol-2-yl)-2-fluorocyclopropanecarboxamide